N-(7-chloro-6-(4-(4-hydroxy-3-methyltetrahydrofuran-3-yl)piperazin-1-yl)isoquinolin-3-yl)-3-isopropylcyclobutane-1-carboxamide ClC1=C(C=C2C=C(N=CC2=C1)NC(=O)C1CC(C1)C(C)C)N1CCN(CC1)C1(COCC1O)C